CN1C(C(=C(C2=CC=CC=C12)N1CCC2(CCN(C2)C2=CC=C(C=C2)OC(F)(F)F)CC1)C(=O)N)=O 1-methyl-2-oxo-4-{2-[4-(trifluoromethoxy)phenyl]-2,8-diazaspiro[4.5]decan-8-yl}-1,2-dihydroquinoline-3-carboxamide